(4-chlorophenyl)-1H-pyrazol-4-ol ClC1=CC=C(C=C1)N1N=CC(=C1)O